C(CC)OC1=C(COC2=C(SC=C2)C(=O)NC=2C=NC=CC2)C=C(C=C1)OCCC 3-(2,5-dipropoxybenzyloxy)-N-(pyridin-3-yl)thiophene-2-carboxamide